[4-(5-chlorooxazolo[4,5-b]pyridin-2-yl)piperazin-1-yl]-[6-[1-(2,2-dimethylpropyl)triazol-4-yl]-5-fluoro-3-pyridyl]methanone ClC1=CC=C2C(=N1)N=C(O2)N2CCN(CC2)C(=O)C=2C=NC(=C(C2)F)C=2N=NN(C2)CC(C)(C)C